rel-(trans)-4-(6-methoxypyridin-2-yl)pyrrolidine-3-carbonitrile COC1=CC=CC(=N1)[C@H]1[C@@H](CNC1)C#N